O=C1NC(CCC1N1C(C(C2=C(C=CC=C12)CC=O)(C)C)=O)=O 2-(1-(2,6-dioxopiperidin-3-yl)-3,3-dimethyl-2-oxoindolin-4-yl)acetaldehyde